C1(=CC=C(C=C1)C=1C=C2C(CCOC2=CC1)NC(O[C@@H]1CN2CCC1CC2)=O)C (S)-quinuclidin-3-yl (6-(p-tolyl)chroman-4-yl)carbamate